BrC=1C=CC(=NC1)CN1C[C@@H](N([C@@H](C1)C)C(=O)OC(C)(C)C)C tert-butyl (2S,6R)-4-((5-bromopyridin-2-yl)methyl)-2,6-dimethylpiperazine-1-carboxylate